C(C)(=O)[O-].[Na+].ClC1=C(C(=CC=C1)Cl)NC1=CC=CC=C1 2-[(2,6-dichlorophenyl)amino]-benzene sodium acetate